3-[[4-[(2R)-2-[(4-chloropyrimidin-2-yl)methylamino]-4,4-dimethyl-pentoxy]-6-(2,6-dimethylphenyl)pyrimidin-2-yl]sulfamoyl]benzoic acid ClC1=NC(=NC=C1)CN[C@@H](COC1=NC(=NC(=C1)C1=C(C=CC=C1C)C)NS(=O)(=O)C=1C=C(C(=O)O)C=CC1)CC(C)(C)C